FC(CC1(CCNCC1)OC(=O)C1=CC2=C(OCO2)C=C1)(F)F (4-(2,2,2-trifluoroethyl)piperidin-4-yl)-2H-1,3-benzodioxole-5-carboxylate